4H-chromene-2-carboxamide O1C(=CCC2=CC=CC=C12)C(=O)N